FC1(CNCC1)CNC(OC(C)(C)C)=O tert-butyl ((3-fluoropyrrolidin-3-yl)methyl)carbamate